(rac)-(6-(4-Cyclopropylbenzyl)-2-azaspiro[3.4]octan-2-yl)((1s,3s)-3-hydroxy-3-methylcyclobutyl)methanone C1(CC1)C1=CC=C(C[C@@H]2CC3(CN(C3)C(=O)C3CC(C3)(C)O)CC2)C=C1 |r|